BrC1=C(C2=C(CCO2)C=C1C)NC(OC(C)(C)C)=O tert-butyl N-(6-bromo-5-methyl-2,3-dihydro-1-benzofuran-7-yl)carbamate